C1(=CC=CC=C1)P(C1=C2OC=3C(=CC=CC3C(C2=CC=C1)(C)C)P(C1=CC=CC=C1)C1=CC=CC=C1)C1=CC=CC=C1 (5-diphenylphosphanyl-9,9-dimethyl-xanthen-4-yl)-diphenyl-phosphane